C1(CC1)C1=NC(=NC(=C1)N[C@H](C)C1=C(C=C(C=C1)Cl)Cl)N1CC(C1)[C@@H]1CN(CCC1)C1CC(C1)(C(=O)O)C 3-[(3R)-3-[1-[4-cyclopropyl-6-[[(1R)-1-(2,4-dichlorophenyl)ethyl]amino]pyrimidin-2-yl]azetidin-3-yl]-1-piperidyl]-1-methyl-cyclobutanecarboxylic acid